C(CCCCCCCCCCC)SC(=S)SC(C(=O)[O-])(C)C 2-(dodecylmercaptothiocarbonylthio)-2-methylpropionate